N-(4-((2-amino-3-chloropyridin-4-yl)oxy)-3-fluorophenyl)-5-fluoro-1-phenyl-1H-pyrazole-4-carboxamide NC1=NC=CC(=C1Cl)OC1=C(C=C(C=C1)NC(=O)C=1C=NN(C1F)C1=CC=CC=C1)F